NC1=CC=C(C=N1)/C=C/C(=O)NCC=1OC2=C(C1)C=C(C=C2C(F)(F)F)C2=NC=C(C=C2)C(=O)N2CC(CC2)(C)F (E)-3-(6-aminopyridin-3-yl)-N-((5-(5-(3-fluoro-3-methylpyrrolidine-1-carbonyl)pyridin-2-yl)-7-(trifluoromethyl)benzofuran-2-yl)methyl)acrylamide